(naphthylphenyl)indolocarbazole C1(=CC=CC2=CC=CC=C12)C1=C(C=CC=C1)C1=C2C(=CC=C1)N=C1C=CC3=C4C=CC=CC4=NC3=C12